BrC=1C=C2C(=CC1)NC(C21CCOCC1)=O 5-bromo-2',3',5',6'-tetrahydrospiro[indoline-3,4'-pyran]-2-one